BrC1=CC(=C(C(=C1S(=O)(=O)Cl)F)F)F 6-bromo-2,3,4-trifluorobenzene-1-sulfonyl chloride